C(C1=CC=CC=C1)N(CCN)CC1=CC=CC=C1 N,N-dibenzyl-ethylenediamine